BrC=1C=CC(=NC1)O[C@@H]1C[C@@H]2CN([C@H]1CC2)C(=O)C2=C(C(=CC=C2)F)C2=NC=C(C=N2)F ((1S,4R,6R)-6-((5-bromopyridin-2-yl)oxy)-2-azabicyclo[2.2.2]oct-2-yl)(3-fluoro-2-(5-fluoropyrimidin-2-yl)phenyl)methanone